(2S,3S)-3-(4-chlorophenyl)-3-[(1R)-1-(4-chlorophenyl)-7-fluoro-5-[(1S)-1-hydroxy-1-(oxazolidin-4-yl) propyl]-1-methoxy-3-oxo-2,3-dihydro-1H-isoindol-2-yl]-2-methylpropionate ClC1=CC=C(C=C1)[C@H]([C@@H](C(=O)[O-])C)N1[C@@](C2=C(C=C(C=C2C1=O)[C@@](CC)(C1NCOC1)O)F)(OC)C1=CC=C(C=C1)Cl